2-dihydroxymethyl-1,4-butanediol OC(C(CO)CCO)O